FC1=CC=C(C=C1)[C@@H](C)N1CCC(CC1)=O 1-[(1R)-1-(4-Fluorophenyl)ethyl]piperidin-4-one